N[C@@H]1CN(CC1)C1C2CC3(CC(CC1C3)C2)C(=O)NC2=CC(=C(C=C2)NC2=NC=C(C(=N2)NC2=C(C=CC=C2C(NC)=O)C)C(F)(F)F)OC (cis)-4-((S)-3-aminopyrrolidin-1-yl)-N-(3-methoxy-4-((4-((2-methyl-6-(methylcarbamoyl)phenyl)amino)-5-(trifluoromethyl)pyrimidin-2-yl)amino)phenyl)adamantan-1-carboxamide